5-(4-amino-5-(3-aminopiperidin-1-yl)pyrrolo[2,1-f][1,2,4]triazin-7-yl)picolinonitrile NC1=NC=NN2C1=C(C=C2C=2C=CC(=NC2)C#N)N2CC(CCC2)N